2-{[(αR)-6-(4-benzyl-2,6-dioxo-1,3-diazinan-1-yl)spiro[3.3]heptan-2-yl]oxy}pyridine-3-carboxamide C(C1=CC=CC=C1)C1NC(N(C(C1)=O)C1CC2(CC(C2)OC2=NC=CC=C2C(=O)N)C1)=O